C(CCCCCCC\C=C/CCCCCCCC)OS(=O)(=O)[O-].[Na+] Natrium oleylsulfat